C1(CC1)C=1C=C(C=C(C1)CN1C[C@H](N[C@H](C1)C)C)NC1=NC=C(C(=N1)C1=CNC2=CC(=CC=C12)C)F N-(3-cyclopropyl-5-(((3R,5S)-3,5-dimethylpiperazin-1-yl)methyl)phenyl)-5-fluoro-4-(6-methyl-1H-indol-3-yl)pyrimidin-2-amine